COC1=NC2=C(N1C(=O)NCCCC1=CC=CC=C1)C=CC(=C2)N2CCN(CC2)C Methoxy-5-(4-methylpiperazin-1-yl)-N-(3-phenylpropyl)-1H-benzo[d]imidazole-1-carboxamide